8-methoxy-6-nitro-9H-pyrimido[4,5-b]indol-4-amine COC=1C=C(C=C2C3=C(NC12)N=CN=C3N)[N+](=O)[O-]